COC([C@H]1N(CCC1)C(C(CS)CC=1C=C2C=CNC2=CC1)=O)=O (2-((1H-indol-5-yl)methyl)-3-mercaptopropionyl)-L-proline methyl ester